CC1(CC1)C(=O)NCCCN(CCCCCCCC(=O)OCCC(CCCCC)CCCCC)CCCCCCCC(=O)OCCC(CCCCC)CCCCC bis(3-Pentyloctyl) 8,8'-((3-(1-methylcyclopropane-1-carboxamido)propyl)azanediyl)dioctanoate